FC(COC=1C=C(C(=O)N(CC2OCCC2)C)C=CC1)F 3-(2,2-difluoroethoxy)-N-methyl-N-((tetrahydrofuran-2-yl)methyl)benzamide